(e)-oct-2-enoic acid ethyl ester C(C)OC(\C=C\CCCCC)=O